1-methoxy-4-(4-propylcyclohexyl)cyclohexane COC1CCC(CC1)C1CCC(CC1)CCC